COC([C@@H](NC(=O)OC(C)(C)C)COS(=O)(=O)C1=CC=C(C)C=C1)=O N-(tert-Butoxycarbonyl)-O-p-toluenesulfonyl-L-serine methyl ester